[W]=O.[Pd] palladium tungsten oxide